triphenylenehexaone C1(C(C(C(C=2C=3C(C(C=CC3C3=CC=CC=C3C12)=O)=O)=O)=O)=O)=O